COC1=CC=C(C=C1)CN(C1=CC(=C(C(=N1)C1C(CC=2C(=NC=NC2C1)N1CCN(CC1)C(C=C)=O)C)C(F)(F)F)C)CC1=CC=C(C=C1)OC 1-[4-[7-[6-[bis[(4-methoxyphenyl)methyl]amino]-4-methyl-3-(trifluoromethyl)-2-pyridinyl]-6-methyl-5,6,7,8-tetrahydroquinazolin-4-yl]piperazin-1-yl]prop-2-en-1-one